C(C1=CC=CC=C1)OC1=C(C=CC=C1CC1N(CCC1NS(=O)(=O)CC)C(=O)OC(C)(C)C)C1=CC=CC=C1 tert-butyl 2-((2-(benzyloxy)-[1,1'-biphenyl]-3-yl)methyl)-3-(ethylsulfonamido)pyrrolidine-1-carboxylate